Glyceryl Dimyristate CCCCCCCCCCCCCC(=O)OCC(CO)OC(=O)CCCCCCCCCCCCC